N-t-butoxycarbonyl-3-(4-(2-oxobutylsulfanyl)phenyl)-2-aminopropionic acid C(C)(C)(C)OC(=O)NC(C(=O)O)CC1=CC=C(C=C1)SCC(CC)=O